2-adamantaneethanone C12C(C3CC(CC(C1)C3)C2)CC=O